(R)-1-(5-fluoropyridin-2-yl)-2-(methoxymethyl)piperazine FC=1C=CC(=NC1)N1[C@H](CNCC1)COC